OC(C)(C)C1=C(C=CC=C1)C=1C(=CC=C(C1)C)O 2'-(2-hydroxypropan-2-yl)-5-methyl-[1,1'-biphenyl]-2-ol